2,3-dichloro-1,4-benzoquinone ClC=1C(C=CC(C1Cl)=O)=O